tert-Butyl cyanoacetate C(#N)CC(=O)OC(C)(C)C